(2S,4R)-1-(2-(3-acetyl-5-(2-methylpyrimidin-5-yl)-1H-indazol-1-yl)acetyl)-N-(6-chloropyrazin-2-yl)-4-fluoropyrrolidine-2-carboxamide C(C)(=O)C1=NN(C2=CC=C(C=C12)C=1C=NC(=NC1)C)CC(=O)N1[C@@H](C[C@H](C1)F)C(=O)NC1=NC(=CN=C1)Cl